C(C)(=O)NC1=CC=C(C=C1)O N-acetyl-para-aminophenol